3-bromo-5-methoxy-pyridine-2-carbonitrile BrC=1C(=NC=C(C1)OC)C#N